(R)-6-(2-methyl-3-(5-(trifluoromethyl)pyridin-2-yl)propyl)-2-thia-6-azaspiro[3.4]octane 2,2-dioxide C[C@@H](CN1CC2(CS(C2)(=O)=O)CC1)CC1=NC=C(C=C1)C(F)(F)F